IC=1C=C(C=CC1)N1C(NC2=C(CC1)C=CC=C2)=O 3-(3-iodophenyl)-1,3,4,5-tetrahydro-2H-benzo[d][1,3]diazepin-2-one